Cl.O=C1NC(CCC1NC(=O)C1=CC=C2C(=N1)OCC21CCNCC1)=O N-(2,6-dioxopiperidin-3-yl)-2H-spiro[furo[2,3-b]pyridine-3,4'-piperidine]-6-carboxamide hydrochloride